N-(4-(1-(3-(cyanomethyl)-1-(ethylsulfonyl)azetidin-3-yl)-3-methyl-1,2,3,6-tetrahydropyridin-4-yl)-1H-pyrrolo[2,3-b]pyridin-6-yl)cyclopropylcarboxamide C(#N)CC1(CN(C1)S(=O)(=O)CC)N1CC(C(=CC1)C1=C2C(=NC(=C1)NC(=O)C1CC1)NC=C2)C